Cyclohexa-1,4-Dien-1,4-Dicarboxylat C1(=CCC(=CC1)C(=O)[O-])C(=O)[O-]